flavandiol C1C(C(OC2=CC=CC=C21)(C3=CC=CC=C3)O)O